FC1=CC=C(OC=2C(=CC=NC2)OC)C=C1 5-(4-Fluorophenoxy)-4-methoxypyridine